(S)-4-(5-(3-((2-((S)-3-carboxybutanoyl)-4-fluoro-6-methoxybenzo[b]thiophen-5-yl)oxy)propoxy)-6-methoxy-isoindolin-2-yl)-2-methyl-4-oxobutanoic acid C(=O)(O)[C@H](CC(=O)C1=CC2=C(S1)C=C(C(=C2F)OCCCOC=2C=C1CN(CC1=CC2OC)C(C[C@@H](C(=O)O)C)=O)OC)C